COC1=C(C=CC=C1)C1=CC=2C(=CN=C(C2)NC(=O)[C@@H]2[C@@H](C2)C(=O)OC)N1C methyl (cis)-2-((2-(2-methoxyphenyl)-1-methyl-1H-pyrrolo[2,3-c]pyridin-5-yl)carbamoyl)cyclopropane-1-carboxylate